(1S,3aS,6aR)-N-((R)-1-cyano-2-((S)-2-oxopiperidin-3-yl)ethyl)-2-(4-fluoro-7-difluoromethyl-1H-indole-2-carbonyl)-5,5-difluorooctahydrocyclopenta[c]pyrrole-1-carboxamide C(#N)[C@@H](C[C@H]1C(NCCC1)=O)NC(=O)[C@H]1N(C[C@@H]2[C@H]1CC(C2)(F)F)C(=O)C=2NC1=C(C=CC(=C1C2)F)C(F)F